(2-(benzo[d]thiazol-5-yl)-5-methylpiperidin-1-yl)-2-oxoacetamide S1C=NC2=C1C=CC(=C2)C2N(CC(CC2)C)C(C(=O)N)=O